1-[3-acetyl-6-[5-[[6-(oxetan-3-yl)pyridazin-3-yl]amino]benzimidazol-1-yl]-2-pyridyl]-5-methyl-pyrazole-3-carbonitrile C(C)(=O)C=1C(=NC(=CC1)N1C=NC2=C1C=CC(=C2)NC=2N=NC(=CC2)C2COC2)N2N=C(C=C2C)C#N